C(C)(C)(C)C1=C(OC2=C(C=C(C=C2)C2=NOC(=N2)CN2CN(C3(C2)CCN(CC3)C3CCC3)CCC3CCOCC3)C(F)(F)F)C=CC=C1 3-((3-(4-(2-(tert-butyl)phenoxy)-3-(trifluoromethyl)phenyl)-1,2,4-oxadiazol-5-yl)methyl)-8-cyclobutyl-1-(2-(tetrahydro-2H-pyran-4-yl)ethyl)-1,3,8-triazaspiro[4.5]decane